OC1(CC(C1)COC)C=1N=C2C(=NC1)N=C(S2)NC(OC(C)(C)C)=O tert-butyl (6-(1-hydroxy-3-(methoxymethyl)cyclobutyl)thiazolo[4,5-b]pyrazin-2-yl)carbamate